COCC(C(=O)NC=1C=C2C(=CC(=NC2=CC1)C1=CN=CS1)OCCOC)C 3-methoxy-N-(4-(2-methoxyethoxy)-2-(thiazol-5-yl)quinolin-6-yl)-2-methylpropanamide